[Cl-].C(N)(=O)C=1CN(C=CC1)[C@H]1[C@H](O)[C@H](O)[C@H](O1)CO 3-carbamoyl-1-beta-D-ribofuranosylpyridine chloride